N-(2-(4-((1r,4r)-4-(5-fluoropyridin-2-yl)cyclohexyl)hexahydropyrrolo[3,2-b]pyrrol-1(2H)-yl)-2-oxoethyl)-3-(trifluoromethyl)benzamide FC=1C=CC(=NC1)C1CCC(CC1)N1CCC2N(CCC21)C(CNC(C2=CC(=CC=C2)C(F)(F)F)=O)=O